3-(5-((3-chlorophenyl)sulfonyl)-4,5,6,7-tetrahydrothieno[3,2-c]pyridin-2-yl)-5-(trifluoromethyl)-1,2,4-oxadiazole ClC=1C=C(C=CC1)S(=O)(=O)N1CC2=C(CC1)SC(=C2)C2=NOC(=N2)C(F)(F)F